3-chloro-5-(4-methylpiperazin-1-yl)-pyrazine-2-carbonitrile ClC=1C(=NC=C(N1)N1CCN(CC1)C)C#N